OC1=C(C(=CC=C1)OC)B(O)O 2-HYDROXY-6-METHOXYPHENYLBORONIC ACID